C(C)(C)(C)OC(=O)N1N=CC=2C1=C(N=C(C2)C2=CN=CS2)C(=C)OCC 7-(1-ethoxyvinyl)-5-(thiazol-5-yl)-1H-pyrazolo[3,4-c]Pyridine-1-carboxylic acid tert-butyl ester